3,5-Dioxocyclohexanecarboxylic acid O=C1CC(CC(C1)=O)C(=O)O